5-(3,4-bis((2-ethylhexyl)oxy)thiophen-2-yl)-2,3-dihydrothieno[3,4-B][1,4]dioxin C(C)C(COC1=C(SC=C1OCC(CCCC)CC)C=1SC=C2OCCOC21)CCCC